benzyl (5aS,6S,9R)-2-(8-ethyl-3-(methoxymethoxy) naphthalen-1-yl)-12-fluoro-5a,6,7,8,9,10-hexahydro-5H-4-oxa-3,10a,11,13,14-pentaaza-6,9-methanonaphtho[1,8-ab]heptalene-14-carboxylate C(C)C=1C=CC=C2C=C(C=C(C12)C=1C=C2N=C(N=C3C2=C(OC[C@@H]2[C@@H]4CC[C@H](CN32)N4C(=O)OCC4=CC=CC=C4)N1)F)OCOC